5-(4-bromo-2-fluoro-phenyl)-1,2,3-trifluorobenzene BrC1=CC(=C(C=C1)C=1C=C(C(=C(C1)F)F)F)F